ClC=1C=C(C#N)C=C(C1O)C1CC1 3-chloro-5-cyclopropyl-4-hydroxybenzonitrile